CC1=CC=C(C=C1)OP(=O)(OC2=CC=C(C=C2)C)OC3=CC=C(C=C3)C tritolyl phosphate